NC=1C=C(C=CC1)CS(=O)(=O)N1C(C[C@@H](CC1)NC=1C(=C(C=CC1)C1=C(C(=C(S1)C(=O)OC(C)(C)C)OCC(=O)O)Cl)F)(C)C 2-[[5-[3-[[(4R)-1-[(3-aminophenyl)methylsulfonyl]-2,2-dimethyl-4-piperidyl]amino]-2-fluoro-phenyl]-2-tert-butoxycarbonyl-4-chloro-3-thienyl]oxy]acetic acid